BrC1=C(OC2CCS(CC2)(=O)=O)C=C(C=C1)F 4-(2-bromo-5-fluorophenoxy)tetrahydro-2H-thiopyran 1,1-dioxide